1-(oxolan-3-yl)piperazine hydrochloride Cl.O1CC(CC1)N1CCNCC1